CN1C(C=NC=C1[Sn](C)(C)C)=O 1-Methyl-6-(trimethylstannyl)pyrazin-2(1H)-one